(3S,4S)-1-cyano-4-methyl-N-(5-methylthiazol-2-yl)pyrrolidine-3-carboxamide C(#N)N1C[C@H]([C@@H](C1)C)C(=O)NC=1SC(=CN1)C